C(\C=C(/C)\CCC=C(C)C)(=O)OCC ethyl geranate